1-methyl-2-(4-hydroxyphenyl)-3-[1-(4-hydroxyphenyl)isopropyl]cyclohexane CC1C(C(CCC1)C(C)(C)C1=CC=C(C=C1)O)C1=CC=C(C=C1)O